N-(3-chloro-2-fluoro-phenyl)-6-[(3R)-pyrrolidin-3-yl]pyrido[3,4-d]pyrimidin-4-amine ClC=1C(=C(C=CC1)NC=1C2=C(N=CN1)C=NC(=C2)[C@H]2CNCC2)F